N-(2-(5-(hydroxymethyl)-1H-indol-3-yl)ethyl)acetamide OCC=1C=C2C(=CNC2=CC1)CCNC(C)=O